ClC1=NC(=C2N=C(N(C2=N1)C1CC1)C1=CC=NC=C1)N1CCOCC1 4-(2-chloro-9-cyclopropyl-8-(pyridin-4-yl)-9H-purin-6-yl)morpholine